5-Amino-N-(4-(pyridin-2-yl)thiazol-2-yl)picolinamide HCl Cl.NC=1C=CC(=NC1)C(=O)NC=1SC=C(N1)C1=NC=CC=C1